COC1=CC=2N(C=C1S(=O)(=O)C(CCO)(C)C)C=CN2 3-((7-methoxyimidazo[1,2-a]pyridin-6-yl)sulfonyl)-3-methylbutan-1-ol